C(CCCCCCCCCCC)(=O)O.C(CCCCCCCCCCC)(=O)O.C(CCC)[Sn]CCCC dibutyltin (II) dilaurate